Methyl 2-(1-cyclopropyl-1H-pyrazol-4-yl)-5-[({1-[2-fluoro-4-(trifluoromethoxy) phenyl] cyclopropyl} carbonyl) amino]benzoate C1(CC1)N1N=CC(=C1)C1=C(C(=O)OC)C=C(C=C1)NC(=O)C1(CC1)C1=C(C=C(C=C1)OC(F)(F)F)F